[N].N(=O)NC(=O)N nitrosourea nitrogen